(3S)-3-[4-[[4-[[3-[(2-methoxy-ethylamino)methyl]morpholin-4-yl]methyl]phenyl]methoxy]-1-oxo-isoindolin-2-yl]piperidine-2,6-dione COCCNCC1N(CCOC1)CC1=CC=C(C=C1)COC1=C2CN(C(C2=CC=C1)=O)[C@@H]1C(NC(CC1)=O)=O